4-{6-[(4-chlorobenzyl)oxy]pyridin-2-yl}piperidin ClC1=CC=C(COC2=CC=CC(=N2)C2CCNCC2)C=C1